NC1=NC(=C(C=2N1C(N(N2)CC=2N=COC2C)=O)C2=CC(=NC(=C2)C)C(=O)OC)C2=CC=CC=C2 methyl 4-(5-amino-2-((5-methyl oxazol-4-yl) methyl)-3-oxo-7-phenyl-2,3-dihydro-[1,2,4]triazolo[4,3-C]pyrimidin-8-yl)-6-methylpyridinecarboxylate